6-bromo-1-[(4-methoxyphenyl)methyl]-1,2,3,4-tetrahydroquinolin-2-one BrC=1C=C2CCC(N(C2=CC1)CC1=CC=C(C=C1)OC)=O